5-[2-fluoro-6-hydroxy-4-[[[4-(trifluoromethyl)-2-pyridyl]amino]methyl]phenyl]-1,1-dioxo-1,2,5-thiadiazolidin-3-one FC1=C(C(=CC(=C1)CNC1=NC=CC(=C1)C(F)(F)F)O)N1CC(NS1(=O)=O)=O